2-(3-(7-chloro-6-(1-cyclopropyl-1H-indol-6-yl)-2-oxo-1,2-dihydroquinolin-3-yl)phenyl)acetic acid ethyl ester C(C)OC(CC1=CC(=CC=C1)C=1C(NC2=CC(=C(C=C2C1)C1=CC=C2C=CN(C2=C1)C1CC1)Cl)=O)=O